ClC=1C=C(C=CC1F)C1=CN(C2=C1C(N(C=C2)CC(=O)N2CC(CC2)F)=O)C 3-(3-chloro-4-fluorophenyl)-5-(2-(3-fluoropyrrolidin-1-yl)-2-oxoethyl)-1-methyl-1H-pyrrolo[3,2-c]pyridin-4(5H)-one